ClC=1C(=NC(N(C1)C1=C(C=CC=C1)S(=O)(=O)C(C)C)NC1=C(C=C(C(=C1)C)C=1CCN(CC1)C1CCOCC1)OC(C)C)N 5-chloro-N2-(2-isopropoxy-5-methyl-4-(1-(tetrahydro-2H-pyran-4-yl)-1,2,3,6-tetrahydropyridin-4-yl)phenyl)-N1-(2-(isopropylsulfonyl)phenyl)pyrimidine-2,4-diamine